OCCCC1=C(C#N)C=CC=C1 2-(3-hydroxypropyl)benzonitrile